3-(1-(10H-phenothiazin-2-yl)vinyl)aniline C1=C(C=CC=2SC3=CC=CC=C3NC12)C(=C)C=1C=C(N)C=CC1